CC(C)=CCC[C@@H](C)[C@H]1CC[C@H]2C3=CC=C4C[C@H](CC[C@]4(C)[C@H]3CC[C@]12C)O cholesta-5,7,24-trien-3β-ol